BrC=1C=C(C=C(C1C(=O)OC)F)B(O)O (3-bromo-5-fluoro-4-methoxycarbonyl-phenyl)boronic acid